C(C)(C)(C)C=1C=C(NN1)NC(=O)NC1=CC=C(C=C1)N1C=NC2=C1C=CC(=C2)OCCOCCOCC#CC2=C1C(N(C(C1=CC=C2)=O)C2C(NC(CC2)=O)=O)=O 1-(5-tert-butyl-2H-pyrazol-3-yl)-3-(4-{5-[2-(2-{3-[2-(2,6-Dioxopiperidin-3-yl)-1,3-dioxo-2,3-dihydro-1H-isoindol-4-yl]-prop-2-ynyloxy}-Ethoxy)-ethoxy]-benzimidazol-1-yl}-phenyl)-urea